ethyl 5-(4-(1-acetyl-1,2,3,6-tetrahydropyridin-4-yl) phenyl)-2-(4-methoxybenzyl)-2H-1,2,3-triazole-4-carboxylate C(C)(=O)N1CCC(=CC1)C1=CC=C(C=C1)C=1C(=NN(N1)CC1=CC=C(C=C1)OC)C(=O)OCC